dipentaerythritol bis(mercaptoacetate) SCC(=O)OCC(COC(CS)=O)(COCC(CO)(CO)CO)CO